7-fluoro-3-iodo-1-(pyrimidin-5-ylmethyl)-1H-indazole FC=1C=CC=C2C(=NN(C12)CC=1C=NC=NC1)I